NC1=NC=NN2C1=CC=C2C=2C=C(C=CC2)NC(=O)N2OCC[C@H]2C2=CC=CC=C2 (S)-N-(3-(4-aminopyrrolo[2,1-f][1,2,4]triazin-7-yl)phenyl)-3-phenylisoxazolidin-2-carboxamide